N8-(3,5-bis(trifluoromethyl)phenyl)-N2-tert-butyl-9-(piperidin-4-yl)-9H-purine-2,8-diamine FC(C=1C=C(C=C(C1)C(F)(F)F)NC=1N(C2=NC(=NC=C2N1)NC(C)(C)C)C1CCNCC1)(F)F